N-[5-[[2-cyano-6-cyano-4-[1,2,2,3,3,3-hexafluoro-1-(trifluoromethyl)propyl]phenyl]carbamoyl]-2-cyano-phenyl]-4-cyano-2-methyl-benzamide C(#N)C1=C(C(=CC(=C1)C(C(C(F)(F)F)(F)F)(C(F)(F)F)F)C#N)NC(=O)C=1C=CC(=C(C1)NC(C1=C(C=C(C=C1)C#N)C)=O)C#N